Methyl {6-fluoro-2-[4-(4-fluorophenyl)-1-piperazinyl]-3-[3-(trifluoromethyl)phenyl]-3,4-dihydro-4-quinazolinyl}acetate FC=1C=C2C(N(C(=NC2=CC1)N1CCN(CC1)C1=CC=C(C=C1)F)C1=CC(=CC=C1)C(F)(F)F)CC(=O)OC